NC1=CC=C(C=N1)/C=C/C(=O)NCC=1OC2=C(C1)C=C(C=C2C2=CC=C(C=C2)F)C2=C(C=C(C=C2)C(=O)N2CCC(CC2)(F)F)F (E)-3-(6-amino-pyridin-3-yl)-N-((5-(4-(4,4-difluoro-piperidine-1-carbonyl)-2-fluoro-phenyl)-7-(4-fluoro-phenyl)benzofuran-2-yl)methyl)acrylamide